1-(3-chlorophenyl)-3-(2-propylbenzo[d]oxazol-6-yl)urea ClC=1C=C(C=CC1)NC(=O)NC1=CC2=C(N=C(O2)CCC)C=C1